CC1=C(C=C(C=C1)C12CN(CC2C1)C(=O)C1CC2(C1)NC(OC2)=O)C(F)(F)F (rac)-(2s,4s)-2-(1-(4-Methyl-3-(trifluoromethyl)phenyl)-3-azabicyclo[3.1.0]hexan-3-carbonyl)-7-oxa-5-azaspiro[3.4]octan-6-on